2-amino-3-methyl-N-((3R)-2-oxo-3-piperidinyl)-N-((5-(trifluoromethyl)-2-pyridinyl)methyl)-6-quinolinecarboxamide NC1=NC2=CC=C(C=C2C=C1C)C(=O)N(CC1=NC=C(C=C1)C(F)(F)F)[C@H]1C(NCCC1)=O